FC1=CN(C=2N=CN=C(C21)N(CC2=CC=C(C=C2)C(F)(F)F)C)C[C@@H]2[C@H](CN(CC2)CC(=O)N)O ((3R,4R)-4-((5-fluoro-4-(methyl(4-(trifluoromethyl)benzyl)amino)-7H-pyrrolo[2,3-d]pyrimidin-7-yl)methyl)-3-hydroxypiperidin-1-yl)acetamide